methyl 6-(4-((1s,4s)-bicyclo[2.2.2]octan-2-yl)phenoxy)nicotinate C12C(CC(CC1)CC2)C2=CC=C(OC1=NC=C(C(=O)OC)C=C1)C=C2